C[C@@H]1[C@@H](C[C@H]([C@H](O1)O[C@H]2[C@@H]([C@H](O[C@@H]([C@H]2O)O[C@H]3[C@@H](O[C@H]([C@@H]([C@@H]3O)O)O[C@H]4[C@H]([C@H](O[C@@H]([C@@H]4O)O)CO)O)C)CO)O)O)O The molecule is a tetrasaccharide consisting of alpha-D-abequose, alpha-D-mannose, alpha-L-rhamnose and alpha-D-galactose residues linked sequentially (1->3), (1->4) and (1->3); epitope of the O-antigen polysaccharide in Salmonella. It has a role as an epitope.